NCCC1=CN(C=2C=CC=C(C12)O)CCC 3-(2-Aminoethyl)-1-propylindol-4-ol